Cl.Cl.CN1C[C@@H](CCC1)N (3R)-1-methyl-3-piperidinamine dihydrochloride